BrC=1C=CC2=C(C3=C(O2)C=2C=CC=CC2C=C3)C1 8-bromonaphtho[1,2-b]benzofuran